C(C)(C)(C)OC(=O)N1[C@@H](C[C@H](C1)F)C(C(C(=O)OCC)N1N=C2C(=C(C=C(C2=C1)C)Br)Cl)=O |r| rac-(2s,4r)-2-[2-(6-bromo-7-chloro-4-methyl-indazol-2-yl)-3-ethoxy-3-oxo-propionyl]-4-fluoro-pyrrolidine-1-carboxylic acid tert-butyl ester